C(C)(=O)OCCCCCCCCCC\C=C/CC (Z)-11-tetradecen-1-yl acetate